Cl.FC1=C(C=CC(=C1)F)C=1N(C=C(C1)CNC)S(=O)(=O)C=1C=C(C=CC1)NS(=O)(=O)CC(C)C N-(3-{[2-(2,4-difluorophenyl)-4-[(methylamino)methyl]-1H-pyrrol-1-yl]sulfonyl}phenyl)-2-methylpropan-1-sulfonylamine hydrochloride